(R)-5-isopropyl-2-methyl-1,3-cyclohexadiene C(C)(C)[C@@H]1C=CC(=CC1)C